ClC1=C(C=NN1C)C1=NC(=NC(=C1)N1CC(C1)NC)N 4-(5-Chloro-1-methyl-1H-pyrazol-4-yl)-6-(3-(methylamino)azetidin-1-yl)pyrimidin-2-amine